(R)-N-((4-(((R)-4-(3-cyclopropoxyazetidin-1-yl)-1-((4-fluorophenyl)thio)butan-2-yl)amino)-3,5-difluorophenyl)sulfonyl)-2-methyltetrahydro-2H-pyran-2-carboxamide C1(CC1)OC1CN(C1)CC[C@H](CSC1=CC=C(C=C1)F)NC1=C(C=C(C=C1F)S(=O)(=O)NC(=O)[C@@]1(OCCCC1)C)F